C(#N)C1=CC=C(C=C1)C(CN[C@H](C(=O)NC1=CC=C(C=C1)C=1C=NN(C1)C)C1=CC=CC=C1)C (S)-2-((2-(4-cyanophenyl)propyl)amino)-N-(4-(1-methyl-1H-pyrazol-4-yl)phenyl)-2-phenylacetamide